6-(4-methylpiperazine-1-yl)benzofuran-2-carboxylic acid CN1CCN(CC1)C1=CC2=C(C=C(O2)C(=O)O)C=C1